ClC1=CC2=C(N=C(O2)C2=CC=C(C=C2)N2CNCCC2)C=C1 6-chloro-2-(4-(tetrahydropyrimidin-1(2H)-yl)phenyl)benzo[d]oxazole